C(C)(=O)CC(=O)C(C(C)=O)(C(C)=O)C(C)=O.[Ti] Titanium TetraAcetylacetone